1-(4-fluorobenzyl)-3-((3-isopropoxy-4-methyl-5-(trifluoromethyl)phenyl)amino)pyrrolidin-2-one FC1=CC=C(CN2C(C(CC2)NC2=CC(=C(C(=C2)C(F)(F)F)C)OC(C)C)=O)C=C1